Tert-butyl-4-[[1-[[1-(2,6-dioxo-3-piperidyl)-3-methyl-2-oxo-benzimidazol-5-yl]methyl]-4-piperidyl]methoxy]piperidine-1-carboxylate C(C)(C)(C)OC(=O)N1CCC(CC1)OCC1CCN(CC1)CC1=CC2=C(N(C(N2C)=O)C2C(NC(CC2)=O)=O)C=C1